(S)-(3-((3-boronobenzyl)(5,6-diamino-6-oxohexyl)carbamoyl)-5-nitrophenyl)boronic acid B(O)(O)C=1C=C(CN(C(=O)C=2C=C(C=C(C2)[N+](=O)[O-])B(O)O)CCCC[C@@H](C(=O)N)N)C=CC1